C(#N)C1=CC=C(C=C1)[C@H](C)NC(=O)[C@H]1N(C[C@@H](C1)O)C([C@H](C(C)C)C1=CC(=NO1)OCC(OCC)OCC)=O (2S,4R)-N-((S)-1-(4-cyanophenyl)ethyl)-1-((R)-2-(3-(2,2-diethoxyethoxy)isoxazol-5-yl)-3-methylbutanoyl)-4-hydroxypyrrolidine-2-carboxamide